3-methoxy-2-(1H-1,2,3-triazol-1-yl)benzoic acid COC=1C(=C(C(=O)O)C=CC1)N1N=NC=C1